OC1=NC=C(C2=C1N=C(S2)NC(=O)N2CC1(CC2)CCOCC1)C1=CC=CC=C1 N-[4-hydroxy-7-phenyl-[1,3]thiazolo[4,5-c]pyridin-2-yl]-8-oxa-2-azaspiro[4.5]decane-2-carboxamide